4'-(4,4,5,5-tetramethyl-1,3,2-dioxaborolan-2-yl)biphenyl-4-ol copper tin-copper [Cu].[Sn].[Cu].CC1(OB(OC1(C)C)C1=CC=C(C=C1)C1=CC=C(C=C1)O)C